4-[6-(4-Aminopiperidin-1-yl)-3-(1-methyl-1H-1,2,3-benzotriazol-5-yl)pyrazin-2-yl]-2-fluorobenzonitril NC1CCN(CC1)C1=CN=C(C(=N1)C1=CC(=C(C#N)C=C1)F)C1=CC2=C(N(N=N2)C)C=C1